(2R)-N-((R)-(3-chloro-2,4-difluorophenyl)(6-cyclopropyl-pyridin-3-yl)methyl)-2-methyl-3-oxopiperazine-1-carboxamide ClC=1C(=C(C=CC1F)[C@H](NC(=O)N1[C@@H](C(NCC1)=O)C)C=1C=NC(=CC1)C1CC1)F